ethyl 1-(3-cyano-1-isopropyl-1H-indol-5-yl)-1H-pyrazole-4-carboxylate C(#N)C1=CN(C2=CC=C(C=C12)N1N=CC(=C1)C(=O)OCC)C(C)C